ClC(=C(C(F)(F)F)F)F 1-chloroperfluoropropene